C[Si](OCCCCCCCCCC=C)(C1=CC=CC=C1)C dimethylphenyl-undec-10-en-1-yloxy-silane